(4S)-1-(6-aminocaproyl)-N-[(3S)-2,6-dioxo-3-piperidinyl]-3,4-dihydro-2H-quinoline-4-carboxamide hydrochloride Cl.NCCCCCC(=O)N1CC[C@@H](C2=CC=CC=C12)C(=O)N[C@@H]1C(NC(CC1)=O)=O